isopropyl thiogalacto-pyranoside S(C1[C@H](O)[C@@H](O)[C@@H](O)[C@H](O1)CO)C(C)C